ClC1=C(C=CC(=C1)S(=O)(=O)C)B1OC(C(O1)(C)C)(C)C 2-(2-chloro-4-mesyl-phenyl)-4,4,5,5-tetramethyl-1,3,2-dioxaborolane